BrC=1C(=NN(C1)CC1=C(C=CC=C1)F)C(=O)OCC Ethyl 4-bromo-1-(2-fluorobenzyl)-1H-pyrazole-3-carboxylate